C(C)(=O)C=1C=CC(=C(C1)C1=CC(=CC=2N(C=NC21)C/C(=C/CN)/F)C#N)F (Z)-4-(5-acetyl-2-fluorophenyl)-1-(4-amino-2-fluoro-but-2-en-1-yl)-1H-benzo[d]imidazole-6-carbonitrile